3-(2,2,6,6-tetramethylpiperidinyloxy)-5-fluoro-indoline CC1(N(C(CCC1)(C)C)OC1CNC2=CC=C(C=C12)F)C